2-((4-(4-(4-(tert-butoxycarbonyl)piperazin-1-yl)phenyl)-6-(ethylamino)pyridin-3-yl)oxy)-6-chlorobenzoic acid C(C)(C)(C)OC(=O)N1CCN(CC1)C1=CC=C(C=C1)C1=C(C=NC(=C1)NCC)OC1=C(C(=O)O)C(=CC=C1)Cl